8-(2-Fluoro-4-methylphenyl)-9-(4-((1-(3-fluoropropyl)azetidin-3-yliden)methyl)phenyl)-6,7-dihydro-5H-benzo[7]annulen FC1=C(C=CC(=C1)C)C=1CCCC2=C(C1C1=CC=C(C=C1)C=C1CN(C1)CCCF)C=CC=C2